O1CC[C@@H](C2=CC=CC=C12)NC(=O)C=1C=C(C=CC1)C(CCS(=O)(=O)C)N1C(NC(CC1=O)(CC)CC)=[NH2+] [1-[1-[3-[[(4S)-chroman-4-yl]carbamoyl]phenyl]-3-methylsulfonyl-propyl]-4,4-diethyl-6-oxo-hexahydropyrimidin-2-ylidene]ammonium